COC(=O)C1(C[C@H]2CC[C@@H](C1)N2C(=O)OC(C)(C)C)O (1R,3r,5S)-3-hydroxy-8-azabicyclo[3.2.1]octane-3,8-dicarboxylic acid 8-(tert-butyl) ester 3-methyl ester